OC(=O)CCCCCCCCC.OCC(O)CO.OCC(O)CO.OCC(O)CO.OCC(O)CO.OCC(O)CO pentaglycerol monocaprate